[Na].[Na].OC1=C(C=C(C=C1O)S(=O)(=O)O)S(=O)(=O)O 4,5-dihydroxybenzene-1,3-disulfonic acid disodium